CC1=NC=CC=C1C(=O)NC1CCC(CC1)NC1=CC=CC=2N1C=C(N2)C(F)(F)F 2-methyl-N-[(1s,4s)-4-{[2-(trifluoromethyl)imidazo[1,2-a]pyridin-5-yl]amino}cyclohexyl]pyridine-3-carboxamide